6-cyclopropyl-N-[4-[(1S)-1-[(4-methyl-1,2,4-triazol-3-yl)sulfanyl]ethyl]-2-pyridyl]pyridine-2-carboxamide C1(CC1)C1=CC=CC(=N1)C(=O)NC1=NC=CC(=C1)[C@H](C)SC1=NN=CN1C